ethyl (Z)-2-azido-3-(2-chlorothiazol-5-yl)acrylate N(=[N+]=[N-])\C(\C(=O)OCC)=C/C1=CN=C(S1)Cl